N-(3-(2-methoxyethyl)-4-oxo-3,4-dihydroquinazolin-6-yl)piperidine-1-carboxamide COCCN1C=NC2=CC=C(C=C2C1=O)NC(=O)N1CCCCC1